4-(1-((4,4-difluorocyclohexyl)methyl)-3-methyl-4-(trifluoromethyl)-1H-pyrazole-5-carboxamido)-3-fluoropicolinamide FC1(CCC(CC1)CN1N=C(C(=C1C(=O)NC1=C(C(=NC=C1)C(=O)N)F)C(F)(F)F)C)F